tert-butyl 5-formyl-2,2-dimethyl-1,3-dioxan-5-ylcarbamate C(=O)C1(COC(OC1)(C)C)NC(OC(C)(C)C)=O